16β-methylpregna-1,4-dien-11-one C[C@@H]1[C@H](CC)[C@]2(CC([C@@H]3[C@]4(C=CCC=C4CC[C@H]3[C@@H]2C1)C)=O)C